2-((5-(5-(difluoromethyl)-1,3,4-oxadiazol-2-yl)pyridin-2-yl)methyl)-4,4-dimethylisoquinoline-1,3(2H,4H)-dione FC(C1=NN=C(O1)C=1C=CC(=NC1)CN1C(C2=CC=CC=C2C(C1=O)(C)C)=O)F